[C].C(C(C)C)#N isobutyronitrile carbon